tert-butyl (4,4-difluorocyclohexyl)(2-(4-(fluoromethyl)thiazol-2-yl)-6-morpholinopyrimidin-4-yl)carbamate FC1(CCC(CC1)N(C(OC(C)(C)C)=O)C1=NC(=NC(=C1)N1CCOCC1)C=1SC=C(N1)CF)F